(R)-1-(1H-imidazol-5-yl)propan-2-amine hydrochloride Cl.N1C=NC=C1C[C@@H](C)N